L-(-)-4-amino-2-hydroxybutyric acid NCC[C@@H](C(=O)O)O